3-hydroxylauryl ether OC(CCOCCC(CCCCCCCCC)O)CCCCCCCCC